ClC1=CC=C(C=C1)N1CCN(CC1)CC1=CC=2C(C3=CC=C(C=C3NC2C=C1)OC)(C)C 2-((4-(4-chlorophenyl)piperazin-1-yl)methyl)-6-methoxy-9,9-dimethyl-9,10-dihydroacridine